4-(5-(2,6-dimethylphenoxy)-1-methyl-2-oxo-1,2-dihydropyridin-4-yl)-6-methyl-2-(1H-pyrazol-5-yl)-1,6-dihydro-7H-pyrrolo[2,3-c]pyridin-7-one CC1=C(OC=2C(=CC(N(C2)C)=O)C=2C3=C(C(N(C2)C)=O)NC(=C3)C3=CC=NN3)C(=CC=C1)C